3-hydroxypropionic acid-14C OCC[14C](=O)O